(R)-4-((2,4-dimethylthiazol-5-yl)methyl)-1-methyl-N-(1-methylcyclopropyl)-5-oxo-1,2,4,5-tetrahydroimidazo[1,2-a]quinazoline-7-sulfonamide CC=1SC(=C(N1)C)CN1C=2N(C3=CC=C(C=C3C1=O)S(=O)(=O)NC1(CC1)C)[C@@H](CN2)C